BrCCC1CC2(C1)CCN(CC2)C(=O)OC(C)(C)C tert-butyl 2-(2-bromoethyl)-7-azaspiro[3.5]nonane-7-carboxylate